2-((8-amino-7-fluoro-6-(5-hydroxy-4-methylpyridin-3-yl)isoquinolin-3-yl)amino)-6-methyl-5,6-dihydro-4H-pyrazolo[1,5-d][1,4]diazepin-7(8H)-one NC=1C(=C(C=C2C=C(N=CC12)NC1=NN2CC(N(CCC2=C1)C)=O)C=1C=NC=C(C1C)O)F